C(C)(C)NC(O[C@H]1C[C@H](CC1)C=1NN=C(C1)NC(CCOC1=C(C(=CC=C1)O)C1OCCO1)=O)=O (1R,3S)-3-(5-{3-[2-(1,3-dioxolan-2-yl)-3-hydroxyphenoxy] propanamido}-2H-pyrazol-3-yl)cyclopentyl N-isopropylcarbamate